diethyl(5-(((5-fluoro-2,3-dihydrobenzofuran-4-yl)methyl)amino)-8-(4-(methylsulfonyl)phenyl)imidazo[1,5-c]pyrimidin-1-yl)phosphine oxide C(C)P(C=1N=CN2C(=NC=C(C21)C2=CC=C(C=C2)S(=O)(=O)C)NCC2=C(C=CC1=C2CCO1)F)(CC)=O